CN1CCC(CC1)NC(=O)C1=CC2=CC(=CC=C2C=C1)C1=CC(=CC=C1)NC(C=C)=O N-(1-methylpiperidin-4-yl)-7-[3-(prop-2-enamido)phenyl]naphthalene-2-carboxamide